NC=1C=C(C#N)C=CC1NCCC 3-amino-4-(n-propylamino)benzonitrile